(R)-4-((1-(3-(Difluoromethyl)-2-fluorophenyl)ethyl)amino)-6-(1-(fluoromethyl)cyclopropyl)-2-methyl-8-(piperazin-1-yl)pyrido[4,3-d]pyrimidine-7(6H)-one FC(C=1C(=C(C=CC1)[C@@H](C)NC=1C=2C(N=C(N1)C)=C(C(N(C2)C2(CC2)CF)=O)N2CCNCC2)F)F